Methyl 2-[6-(ethylamino)-4-[4-fluoro-2-(4-methyl-1,2,4-triazol-3-yl)-phenyl]-pyridin-2-yl]-7-(trifluoromethyl)-1,3-benzoxazole-5-carboxylate C(C)NC1=CC(=CC(=N1)C=1OC2=C(N1)C=C(C=C2C(F)(F)F)C(=O)OC)C2=C(C=C(C=C2)F)C2=NN=CN2C